2-[[(2S)-2-methylazetidin-1-yl]methyl]-1-[[2-(trimethylsilyl)ethoxy]methyl]pyrrolo[3,2-c]pyridin-6-amine C[C@@H]1N(CC1)CC1=CC=2C=NC(=CC2N1COCC[Si](C)(C)C)N